4-(9-Methyl-6-(quinolin-3-yl)-9H-purin-2-yl)piperazine-1-carboxylate CN1C2=NC(=NC(=C2N=C1)C=1C=NC2=CC=CC=C2C1)N1CCN(CC1)C(=O)[O-]